methyl (4-(3-amino-6-p-tolylpyrazine-2-carboxamido)phenylsulfonyl)methyl(methyl)phosphinate NC=1C(=NC(=CN1)C1=CC=C(C=C1)C)C(=O)NC1=CC=C(C=C1)S(=O)(=O)CP(OC)(=O)C